(2S)-4,4-Difluoro-2-(4-fluorophenyl)-N-[4-(5-methyl-4-oxo-3-phenyl-4,5,6,7-tetrahydro-1H-pyrrolo[3,2-c]pyridin-2-yl)pyridin-2-yl]butanamid FC(C[C@H](C(=O)NC1=NC=CC(=C1)C1=C(C=2C(N(CCC2N1)C)=O)C1=CC=CC=C1)C1=CC=C(C=C1)F)F